ClC1=C(\C=N\O[C@H](C(=O)OCC)C)C=C(C(=C1)F)N1C(N(C(N(C1=O)C)=S)C)=O ethyl (2S)-2-({(E)-[2-chloro-5-(3,5-dimethyl-2,6-dioxo-4-sulfanylidene-1,3,5-triazinan-1-yl)-4-fluorobenzylidene] amino} oxy)propanoate